NCC(NCC(N[C@H](C(NCC(NCO[C@@H](C(=O)O)C)=O)=O)CC1=CC=C(C=C1)O)=O)=O (2R,10S)-16-amino-10-(4-hydroxybenzyl)-2-methyl-6,9,12,15-tetraoxo-3-oxa-5,8,11,14-tetraazahexadecanoic acid